(5-fluoropyridin-2-yl)-6-methyl-4-(pyrimidin-5-yloxy)picolinamide FC=1C=CC(=NC1)C=1C(=NC(=CC1OC=1C=NC=NC1)C)C(=O)N